C(C=C)N1N=C(C=C1)S(=O)(=O)N(CC1=CC=C(C=C1)OC)CC1=CC=C(C=C1)OC 1-allyl-N,N-bis(4-methoxybenzyl)-1H-pyrazole-3-sulfonamide